5-bromo-N,N-dimethyl-4-(trifluoromethyl)pyrimidin-2-amine BrC=1C(=NC(=NC1)N(C)C)C(F)(F)F